(2S,4R)-4-hydroxy-1-((R)-3-methyl-2-(3-(2-oxopropoxy)isoxazol-5-yl)butanoyl)-N-((S)-1-(4-(4-methylthiazol-5-yl)phenyl)ethyl)pyrrolidine-2-carboxamide O[C@@H]1C[C@H](N(C1)C([C@H](C(C)C)C1=CC(=NO1)OCC(C)=O)=O)C(=O)N[C@@H](C)C1=CC=C(C=C1)C1=C(N=CS1)C